COC([C@@H](NC(=O)OC(C(F)(F)C1=CC(=CC=C1)Cl)C1=CC=CC=C1)CC(C)C)=O ((2-(3-Chlorophenyl)-2,2-difluoro-1-phenylethoxy)carbonyl)-L-leucine methyl ester